2-(2,3-difluorophenyl)-1,3-dioxolane FC1=C(C=CC=C1F)C1OCCO1